C(C[NH+]=C(N)N)C(=O)[O-] The molecule is zwitterionic form of 3-guanidinopropanoic acid having an anionic carboxy group and a protonated imine nitrogen. It is a tautomer of a 3-guanidinopropanoic acid.